C(C)N1C[C@H](OCC1)CN1N=CC(=C1)[N+](=O)[O-] (2S)-4-ethyl-2-[(4-nitro-1H-pyrazol-1-yl)methyl]morpholine